6-(2-hydroxy-2-methylpropoxy)-4-(6-(3-((5-methoxypyridin-2-yl)oxy)azetidin-1-yl)pyridin-3-yl)pyrazolo[1,5-a]pyridine-3-carbonitrile OC(COC=1C=C(C=2N(C1)N=CC2C#N)C=2C=NC(=CC2)N2CC(C2)OC2=NC=C(C=C2)OC)(C)C